C(C1=CC=C(C=C1)NC=O)C1=CC=C(C=C1)NC=O N-(methylenebis(4,1-phenylene))diformamide